2-chloro-3-((2,6-difluorophenyl)ethynyl)quinoline para-octylphenyltrithiophosphit C(CCCCCCC)C1=CC=C(C=C1)SP(S)S.ClC1=NC2=CC=CC=C2C=C1C#CC1=C(C=CC=C1F)F